OC(CC=1C=C2CN(C(C2=CC1)=O)C1CNCCC1)CO 3-[5-(2,3-dihydroxypropyl)-1-oxo-isoindolin-2-yl]piperidine